BrC1=CC=CC(=N1)C(C)NC(OC(C)(C)C)=O tert-butyl (1-(6-bromopyridin-2-yl)ethyl)carbamate